di(2-propylheptyl) adipate C(CCCCC(=O)OCC(CCCCC)CCC)(=O)OCC(CCCCC)CCC